2-[4-(dimethylamino)phenyl]-3,6-dimethylbenzothiazolyl chloride CN(C1=CC=C(C=C1)C1SC=2C(N1C)=C(C=C(C2)C)Cl)C